5-(2-chloropropanoyl)-7-fluoro-3,3-dimethylindolin-2-one ClC(C(=O)C=1C=C2C(C(NC2=C(C1)F)=O)(C)C)C